CC1(CC(CCC1)C(C)=O)C 1-(3,3-dimethyl-1-cyclohexyl)-1-ethanone